N-(cyclohexylmethyl)butane-1,4-diamine C1(CCCCC1)CNCCCCN